ClC1=CC2=C(C=N1)C1(CN2C2=NC(=NC(=C2)C2CC2)C(C)(F)F)CC1 6'-Chloro-1'-(6-cyclopropyl-2-(1,1-difluoroethyl)pyrimidin-4-yl)-1',2'-dihydrospiro[cyclopropane-1,3'-pyrrolo[3,2-c]pyridine]